[Al].[Cu].[Ga] gallium copper aluminum